C(CC(O)(C(=O)[O-])CC(=O)[O-])(=O)[O-].[K+].[K+].[K+] Potassium (Citrate)